COC1=C(C=C(C(=C1)CCC)OC)CCN 2-(2,5-dimethoxy-4-propylphenyl)ethanamine